NC1=C(C(=NC=C1C(=O)N)Cl)F 4-amino-6-chloro-5-fluoronicotinamide